FC=1C=C(C(=O)N)C=C(C1O)C=O 3-fluoro-5-formyl-4-hydroxybenzamide